(3aR,4R,6aR)-3-(7,8-dihydrofuro[3,2-e][1,3]benzothiazol-2-yl)-2-oxooctahydrocyclopenta[d]imidazol-4-yl rac-acetate C(C)(=O)O[C@@H]1CC[C@H]2NC(N([C@H]21)C=2SC1=C(N2)C2=C(C=C1)OCC2)=O